O=C1NC(=C(C=C1C(=O)N)C1=CC=C(C=C1)OCC1COCCC1)C(F)(F)F 2-Oxo-5-(4-((tetrahydro-2H-pyran-3-yl)methoxy)phenyl)-6-(trifluoromethyl)-1,2-dihydropyridin-3-carboxamide